CNC1=CC(=CC=C1)C1=NN2C(C=N1)=CC=C2 methyl-3-(pyrrolo[2,1-f][1,2,4]triazin-2-yl)aniline